NC1=C(C(=NO1)C1CCN(CC1)C(=O)C1=CC(=C(C=C1)OC(F)(F)F)F)C (4-(5-amino-4-methylisoxazol-3-yl)piperidin-1-yl)(3-fluoro-4-(trifluoromethoxy)phenyl)methanone